cobalt 5-bromo-10,15,20-triphenylporphyrin BrC=1C2=CC=C(N2)C(=C2C=CC(C(=C3C=CC(=C(C=4C=CC1N4)C4=CC=CC=C4)N3)C3=CC=CC=C3)=N2)C2=CC=CC=C2.[Co]